C(C)(C)(C)C1=C(OC2CN(C2)C(=O)C2=NC=CC=C2)C=CC(=C1)Cl 2-{[3-(2-tert-Butyl-4-chlorophenoxy)azetidin-1-yl]carbonyl}pyridine